C1(CC1)C(=O)N1C[C@H]([C@H](CC1)NS(=O)(=O)C)COC1CCC(CC1)C=1C=C2C=NN(C2=CC1)C N-((3R,4S)-1-(cyclopropanecarbonyl)-3-((((1s,4S)-4-(1-methyl-1H-indazol-5-yl)cyclohexyl)oxy)methyl)piperidin-4-yl)methanesulfonamide